2,3,6,7-Tetrahydro-1'-methyl-5-[2'-methyl-4'-(5-methyl-1,2,4-oxadiazol-3-yl)biphenyl-4-carbonyl]-furo[2,3-f]indole-3-spiro-3'-piperidine oxalate C(C(=O)O)(=O)O.CN1CC2(CCC1)COC1=CC=3CCN(C3C=C12)C(=O)C1=CC=C(C=C1)C1=C(C=C(C=C1)C1=NOC(=N1)C)C